COB1OC(C2=NC(=CC=C21)NC2=NC=C(C(=C2)N[C@H](CO)C2=CC=CC=C2)C2=NC(=NO2)C)(C)C (S)-2-((2-((1-methoxy-3,3-dimethyl-1,3-dihydro-[1,2]oxaborolo[4,3-b]pyridin-5-yl)amino)-5-(3-methyl-1,2,4-oxadiazol-5-yl)pyridin-4-yl)amino)-2-phenylethan-1-ol